(4-(methylsulfonyl)piperazin-1-yl)-N-(4-(2-vinylphenyl)thiazol-2-yl)picolinamide CS(=O)(=O)N1CCN(CC1)C=1C(=NC=CC1)C(=O)NC=1SC=C(N1)C1=C(C=CC=C1)C=C